ClC1=C(C(=O)NCCN2CCCC2)C=CC(=C1O)O [2-[(2-chloro-3,4-dihydroxybenzoyl)amino]ethyl]pyrrolidin